Bis(3-hydroxyphenyl)pteridine-2,4-diamine OC=1C=C(C=CC1)C1=C(N=C2C(=NC(=NC2=N1)N)N)C1=CC(=CC=C1)O